3-(1-oxo-5-(((1R,2R)-2-(3-(6-(trifluoromethyl)pyridin-3-yl)azetidin-1-yl)cyclohexyl)oxy)isoindolin-2-yl)piperidine-2,6-dione O=C1N(CC2=CC(=CC=C12)O[C@H]1[C@@H](CCCC1)N1CC(C1)C=1C=NC(=CC1)C(F)(F)F)C1C(NC(CC1)=O)=O